4-(5-(ethylsulfonylamino)-2-(4-fluorophenoxy)phenyl)-2,6-dimethylpyridine 1-oxide C(C)S(=O)(=O)NC=1C=CC(=C(C1)C1=CC(=[N+](C(=C1)C)[O-])C)OC1=CC=C(C=C1)F